NCCOCCOCCC(=O)NC1=C(C(=O)NC=2SC(=C(N2)C)C)C=C(C=C1)NC 2-(3-(2-(2-aminoethoxy)ethoxy)propanamido)-N-(4,5-dimethylthiazol-2-yl)-5-(methylamino)benzamide